C(N)(=O)C1(COC1)N1CSC(=C1C)COC=1C=CC2=C(C=C(O2)C)C1 N-(3-carbamoyloxetan-3-yl)-2-methyl-5-((4-methylthiazol-5-yl)methoxy)benzofuran